1-[(4RS,6S)-2-(4-chloro-2-fluorophenyl)-4,6-dimethyl-3-(pyridin-4-yl)-6,7-dihydropyrazolo[1,5-a]pyrazin-5(4H)-yl]prop-2-en-1-one ClC1=CC(=C(C=C1)C1=NN2C([C@H](N([C@H](C2)C)C(C=C)=O)C)=C1C1=CC=NC=C1)F |&1:11|